ClC=1C=C2CC(COC2=CC1)C(=O)C1=NN(C2=CC(=CC=C12)C=1C(=NNC1)OC)CC#N 2-(3-(6-Chlorochromane-3-carbonyl)-6-(3-methoxy-1H-pyrazol-4-yl)-1H-indazol-1-yl)acetonitrile